[Br-].CC=1N=C(SC1C)N1N([NH2+]C(=N1)C1=CC=CC=C1)C1=CC=CC=C1 3-(4,5-Dimethyl-2-thiazolyl)-2,5-diphenyl-Tetrazolium Bromide